Cl.C(CCC)(=O)O butyric acid hydrochloride